COC(=O)C1=NC(=C(C(=C1Cl)N)F)C1=CC=C2C=CNC2=C1F 4-amino-3-chloro-5-fluoro-6-(7-fluoro-1H-indol-6-yl)pyridine-2-carboxylic acid methyl ester